FC=1C=C(C=C(C1)F)C1N=C(CC1C)OC 2-(3,5-difluorophenyl)-5-methoxy-3-methyl-3,4-dihydro-2H-pyrrole